IC1=CC(=C(C=C1C(=O)N)C(=O)N)I diiodo-1,3-benzenedicarboxamide